tert-butyl-dimethyl-siloxyethyl-lithium C(C)(C)(C)C(C(O[SiH3])(C)C)[Li]